COC(=O)[C@]1(N(C[C@H](C1)F)C(=O)OC(C)(C)C)CC=C (2S,4S)-2-allyl-4-fluoropyrrolidine-1,2-dicarboxylic acid 1-(tert-butyl) 2-methyl ester